tert-butyl 2-(2,3-dimethylbutan-2-yl)-4-oxo-4,7-dihydro-5H-spiro[benzo[d]thiazole-6,4'-piperidine]-1'-carboxylate CC(C)(C(C)C)C=1SC2=C(N1)C(CC1(CCN(CC1)C(=O)OC(C)(C)C)C2)=O